COCC(=O)NC1C(SCC1)=O 2-methoxy-N-(tetrahydro-2-oxo-3-thienyl)-acetamide